ClC=1C=C(C=CC1)C1OP(OCC1)(=O)OC1=C(C=2C=C3C(=NC2C=C1)C1=CC2=C(C(N1C3)=O)COC([C@@]2(O)CC)=O)CN(C)C (4R)-9-((4-(3-chlorophenyl)-2-oxo-1,3,2-dioxaphosphorinan-2-yl)oxy)-10-((dimethylamino)methyl)-4-ethyl-4-hydroxy-1H-pyrano[3',4':6,7]indolizino[1,2-b]quinoline-3,14(4H,12H)-dione